ClC=1C=C(C=C(C1)C(F)(F)F)NC1C(N(CCC1)C1CNCCC1C(=O)N)=O trans-3-((3-chloro-5-(trifluoromethyl)phenyl)amino)-2-oxo-[1,3'-bipiperidine]-4'-carboxamide